CS(=O)(=O)C=1N=CC2=C(N1)N=C(C=C2C#C[Si](C(C)C)(C(C)C)C(C)C)OC2CCOCC2 2-(methylsulfonyl)-7-((tetrahydro-2H-pyran-4-yl)oxy)-5-((triisopropylsilyl)ethynyl)pyrido[2,3-d]pyrimidine